(S)-quinuclidin-3-yl (7-(2-(methoxymethoxy)phenyl)-2,2-dimethyl-1,2,3,4-tetrahydronaphthalen-1-yl)carbamate COCOC1=C(C=CC=C1)C1=CC=C2CCC(C(C2=C1)NC(O[C@@H]1CN2CCC1CC2)=O)(C)C